ClC1=CC(=NC(=C1)C=1N([C@H]([C@@H](N1)C1=CC=CC=C1)C1=CC=CC=C1)C(=O)C1=CC=CC2=CC=CC=C12)C=1N([C@H]([C@@H](N1)C1=CC=CC=C1)C1=CC=CC=C1)C(=O)C1=CC=CC2=CC=CC=C12 ((4S,4'S,5S,5'S)-(4-chloropyridine-2,6-diyl)bis(4,5-di-phenyl-4,5-dihydro-1H-imidazole-2,1-diyl))bis(naphthalen-1-ylmethanone)